(6aR,7R,10aS)-4-(2-fluorophenyl)-7,10a-dimethyl-2-(5-methylpyridin-3-yl)-8-oxo-5,6,6a,7,8,10a-hexahydrobenzo[h]quinazoline-9-carbonitrile FC1=C(C=CC=C1)C1=NC(=NC=2[C@]3([C@H](CCC12)[C@H](C(C(=C3)C#N)=O)C)C)C=3C=NC=C(C3)C